C1=CC=CC=2C3=CC=CC=C3N(C12)C=1C=CC=2N(C3=CC=CC=C3C2C1)C1=CC(=CC=C1)N1C2=CC=CC=C2C=2C=CC=CC12 3-(carbazol-9-yl)-9-[3-(carbazol-9-yl)phenyl]carbazole